(N-isopropyl-4-nitro-2-oxo-3-pyrrolin-3-yl)amine C(C)(C)N1C(C(=C(C1)[N+](=O)[O-])N)=O